vanadium(III) trioxide [O-2].[O-2].[O-2].[V+3].[V+3]